C(CCCCCCCCCC)N(CCCCCCCCCCC)CCCCCCCCCCC tri(undecyl)amine